ClC1=C(C=C(C=C1)F)[C@@H]1NC(C2=C1C(=CC1=C(N(N=C21)C)C#N)NC(C2=CC(=CC(=C2)C(F)(F)F)F)=O)=O (R)-N-(6-(2-chloro-5-fluorophenyl)-3-cyano-2-methyl-8-oxo-2,6,7,8-tetrahydropyrrolo[3,4-g]indazol-5-yl)-3-fluoro-5-(trifluoromethyl)benzamide